4-[1-cyclopropyl-4-(trifluoromethyl)imidazol-2-yl]-3-methoxybenzoic acid methyl ester COC(C1=CC(=C(C=C1)C=1N(C=C(N1)C(F)(F)F)C1CC1)OC)=O